(Z)-3-(3-(1-Fluoro-3-phenylprop-1-en-1-yl)-2-phenyl-1H-benzo[f]indol-1-yl)-2,2-dimethylpropanamide F\C(=C/CC1=CC=CC=C1)\C1=C(N(C2=CC3=C(C=C12)C=CC=C3)CC(C(=O)N)(C)C)C3=CC=CC=C3